N(C(=N)N)NCN1C(OC(=N1)C1=CC=C(C=C1)C#CCN1CCOCC1)=S 3-guanidinoaminomethyl-5-(4-(3-morpholinoprop-1-yn-1-yl)phenyl)-1,3,4-oxadiazole-2(3H)-thione